C(#N)[C@H](C[C@H]1C(NCC1)=O)NC([C@@H](NC(CC1CC(C1)(F)F)=O)CC(C)(C)C)=O N-{(1S)-1-cyano-2-[(3S)-2-oxopyrrolidin-3-yl]Ethyl}-N2-[(3,3-Difluorocyclobutyl)acetyl]-4-methyl-L-leucinamide